(2S)-N-(2,2-difluoro-[1,3]dioxolo[4',5':4,5]benzo[1,2-d]thiazol-6-yl)-2-(3-(6-oxo-1,6-dihydropyridin-3-yl)piperidin-1-yl)propanamide FC1(OC=2C(=CC3=C(N=C(S3)NC([C@H](C)N3CC(CCC3)C3=CNC(C=C3)=O)=O)C2)O1)F